2-((R)-2-((S)-2-(tert-butoxycarbonyl)-1,2,3,4-tetrahydroisoquinolin-3-yl)-2-hydroxyethyl)-4,4-dimethyl-1-oxo-1,2,3,4-tetrahydroisoquinoline-6-carboxylic acid C(C)(C)(C)OC(=O)N1CC2=CC=CC=C2C[C@H]1[C@@H](CN1C(C2=CC=C(C=C2C(C1)(C)C)C(=O)O)=O)O